2-((5-Chloro-4-((3-(2,3-dihydrobenzo[b][1,4]dioxin-6-yl)-2-methylbenzyl)oxy)-2-(2-(piperidin-1-yl)ethoxy)benzyl)amino)-2-methylpropane-1,3-diol ClC=1C(=CC(=C(CNC(CO)(CO)C)C1)OCCN1CCCCC1)OCC1=C(C(=CC=C1)C1=CC2=C(OCCO2)C=C1)C